C(N1CC2(CN(C2)C(=O)OC(C)(C)C)CC1)([2H])([2H])[2H] tert-Butyl 6-(methyl-d3)-2,6-diazaspiro[3.4]octane-2-carboxylate